3-(6-(pyrrolidin-1-yl)pyridazin-3-yl)-N-(2-(thiazol-2-yl)ethyl)benzamide N1(CCCC1)C1=CC=C(N=N1)C=1C=C(C(=O)NCCC=2SC=CN2)C=CC1